N1(CCCCCC1)C1=CC=C2C(=N1)N(N=C2C(=O)NC2CCN(CC2)CC2=CC=C(C=C2)C)C 6-(azepan-1-yl)-1-methyl-N-(1-(4-methylbenzyl)piperidin-4-yl)-1H-pyrazolo[3,4-b]pyridine-3-carboxamide